CC1=C(C(=C(C(=C1C1=CC(=CC(=C1)C(=O)O)C(=O)O)C)C1=CC(=CC(=C1)C(=O)O)C(=O)O)C)C1=CC(=CC(=C1)C(=O)O)C(=O)O 1,3,5-trimethyl-2,4,6-tris(3',5'-dicarboxyphenyl)benzene